CC1(OC2=C(C1)C=C(C=C2)N)C 2,2-dimethyl-2,3-dihydrobenzofuran-5-amine